CC1(COC=2C(=NC(=CC2)C=2C(=CC(=NC2)NC(C)=O)NC2=NC(=CC(=C2)N2[C@@H](COCC2)C)S(=O)(=O)C)O1)C (R)-N-(5-(3,3-dimethyl-2,3-dihydro-[1,4]dioxino[2,3-b]pyridin-6-yl)-4-((4-(3-methylmorpholino)-6-(methylsulfonyl)pyridin-2-yl)amino)pyridin-2-yl)acetamide